9-[2-(Phosphonomethoxy)ethyl]-guanine P(=O)(O)(O)COCCN1C=2N=C(NC(C2N=C1)=O)N